N-(6-(2H-1,2,3-triazol-2-yl)-5-(trifluoromethyl)pyridin-3-yl)-2-(isoquinolin-4-yl)-4-(trifluoromethyl)pyrimidine-5-carboxamide N=1N(N=CC1)C1=C(C=C(C=N1)NC(=O)C=1C(=NC(=NC1)C1=CN=CC2=CC=CC=C12)C(F)(F)F)C(F)(F)F